COC1=CC=C(C=C1)C1=CC=C(C(=N1)N1C(C[C@@H](C1)C)(C)C)C(=O)NS(=O)(=O)C=1C(NC=CC1)=O 6-(4-Methoxyphenyl)-N-[(2-oxo-1H-pyridin-3-yl)sulfonyl]-2-[(4S)-2,2,4-trimethylpyrrolidin-1-yl]pyridin-3-carboxamid